C(C=C)(=O)O[NH3+] ammonio acrylate